(R)-2-methyl-N-(2-methyl-4-(N-methyl-N-(1-(piperidin-4-yl)ethyl)sulfamoyl)phenyl)benzamide hydrochloride Cl.CC1=C(C(=O)NC2=C(C=C(C=C2)S(N([C@H](C)C2CCNCC2)C)(=O)=O)C)C=CC=C1